(2RS,4RS)-[1-(5-bromopyrimidin-4-yl)-2-methylpiperidin-4-yl][5-chloro-6-(2H-1,2,3-triazol-2-yl)-1H-pyrrolo[2,3-b]pyridin-3-yl]methanone BrC=1C(=NC=NC1)N1[C@@H](C[C@@H](CC1)C(=O)C1=CNC2=NC(=C(C=C21)Cl)N2N=CC=N2)C |r|